butan-1-yl-(5-methyltetrahydrofuran-3-yl)(2-(4-phenyl-1H-imidazol-2-yl)piperidin-1-yl)methanone C(CCC)C1(N(CCCC1)C(=O)C1COC(C1)C)C=1NC=C(N1)C1=CC=CC=C1